CC1=CC=C(O1)CNC(C1=CC(=CC=C1)NC=1N=NC(=CC1)C1=CSC=C1)=O N-[(5-methylfuran-2-yl)methyl]-3-{[6-(thiophen-3-yl)pyridazin-3-yl]amino}benzamide